CC(C(=O)[O-])(CC1=C(C=2N(C=C1)C(=NN2)C(F)(F)F)C)C 2,2-dimethyl-3-(8-methyl-3-(trifluoromethyl)-[1,2,4]triazolo[4,3-a]pyridine-7-yl)propanoate